1-(4-(5-Chloro-6-(5-cyclopropyl-1H-indazol-4-yl)-7-fluoro-2,1-benzothiazol-3-yl)-1-piperazinyl)-2-propen-1-one ClC=1C(=C(C=2C(=C(SN2)N2CCN(CC2)C(C=C)=O)C1)F)C1=C2C=NNC2=CC=C1C1CC1